C(C1=CC=CC=C1)OC(C(=O)O)(CCCOCC(C)(C)NC1=NC(=C(C=C1C(F)(F)F)[N+](=O)[O-])C(NNC(=O)OC(C)(C)C)=O)C(F)(F)F 2-benzyloxy-5-[2-[[6-[(tert-butoxycarbonylamino)carbamoyl]-5-nitro-3-(trifluoromethyl)-2-pyridinyl]amino]-2-methyl-propoxy]-2-(trifluoromethyl)pentanoic acid